3,7-dimethyloct-6-en-1-yl 2-hydroxypropionate OC(C(=O)OCCC(CCC=C(C)C)C)C